ClC=1C(=C(C#N)C=C(C1)C(C)(C)C1=CC=C(C=C1)O)OCOCC[Si](C)(C)C 3-chloro-5-[1-(4-hydroxyphenyl)-1-methyl-ethyl]-2-(2-trimethylsilylethoxymethoxy)benzonitrile